COC(C1=C(C(=CC(=C1)C1=NN=C(N1)C)C1CCC1)C)=O cyclobutyl-2-methyl-5-(5-methyl-4H-1,2,4-triazol-3-yl)benzoic acid methyl ester